4-amino-8-(4-methoxypyrimidin-5-yl)-N-propylisoquinoline-3-carboxamide NC1=C(N=CC2=C(C=CC=C12)C=1C(=NC=NC1)OC)C(=O)NCCC